N-[1-(4-{3-[(1r,3R,5S,7r)-3,5-Dimethyladamantan-1-yl]ureido}benzoyl)piperidin-4-yl]methanesulfonamide C[C@]12CC3(CC(C[C@@](C1)(C3)C)C2)NC(NC2=CC=C(C(=O)N3CCC(CC3)NS(=O)(=O)C)C=C2)=O